OC1=C(C(=O)NC=2C=C(C(=O)O)C=C(C2)NC(C2=C(C=C(C(=C2)O)S(=O)(=O)O)O)=O)C=C(C=C1S(=O)(=O)O)O 3-(2,5-dihydroxy-3-sulfobenzamido)-5-(2,5-dihydroxy-4-sulfobenzamido)benzoic acid